N-(3-((6-(4-((1,1-dioxothiomorpholinyl)methyl)phenyl)-7H-pyrrolo[2,3-d]pyrimidin-4-yl)amino)phenyl)acryl-amide O=S1(CCN(CC1)CC1=CC=C(C=C1)C1=CC2=C(N=CN=C2NC=2C=C(C=CC2)NC(C=C)=O)N1)=O